(4-fluoro-2-methoxy-phenoxy)-6-methyl-N-(3-methylsulfinylphenyl)pyridazine-4-carboxamide FC1=CC(=C(OC=2N=NC(=CC2C(=O)NC2=CC(=CC=C2)S(=O)C)C)C=C1)OC